(R)-4-(2-(1H-pyrazol-3-yl)-7-(2,2,2-trifluoroethyl)-6,7,8,9-tetrahydro-2H-1,2,3,7-tetraazabenzo[cd]azulen-4-yl)-3-methylmorpholine N1N=C(C=C1)N1N=C2CCN(CC=3C2=C1N=C(C3)N3[C@@H](COCC3)C)CC(F)(F)F